N1(CC1)CCNS(=O)(=O)C=1C=C(C(=O)N(CCC)CCC)C=CC1OC 3-(N-(2-(aziridine-1-yl)ethyl)sulfamoyl)-4-methoxy-N,N-dipropylbenzamide